7-chlorocinnolin-3-yl trifluoromethanesulfonate FC(S(=O)(=O)OC=1N=NC2=CC(=CC=C2C1)Cl)(F)F